tert-butyl 4-(2-amino-6-chloropyridine-3-amido)piperidine-1-carboxylate NC1=NC(=CC=C1C(=O)NC1CCN(CC1)C(=O)OC(C)(C)C)Cl